Cl[C@@H]1CC[C@H](CC1)C1=NC(=NC2=NC(=C(N=C12)C)C)N1C[C@@H](OCC1)C=1C=NN(C1)C 4-(trans-4-chlorocyclohexyl)-6,7-dimethyl-2-((2S)-2-(1-methyl-1H-pyrazol-4-yl)-4-morpholinyl)pteridine